C(CCCCCC)SCCCCCCCCCCCCO 12-(heptylthio)dodecane-1-ol